6-[4-(dimethylamino)phenyl]-N-[(2S)-1-hydroxy-prop-2-yl]-2-(1-methyl-1H-pyrazol-4-yl)-3-oxo-2,3-dihydropyridazine-4-carboxamide CN(C1=CC=C(C=C1)C=1C=C(C(N(N1)C=1C=NN(C1)C)=O)C(=O)N[C@H](CO)C)C